4-(4-nitro-1H-pyrazol-1-yl)piperidine hydrochloride Cl.[N+](=O)([O-])C=1C=NN(C1)C1CCNCC1